2-methyl-6-((trimethylsilyl)ethynyl)quinazolin-4(3H)-one CC1=NC2=CC=C(C=C2C(N1)=O)C#C[Si](C)(C)C